C(C)(C)(C)OC(NC1=CC(=C(C(=C1)C(F)(F)F)C)B1OC(C(O1)(C)C)(C)C)=O tert-butyl(4-methyl-3-(4,4,5,5-tetramethyl-1,3,2-dioxaborolan-2-yl)-5-(trifluoromethyl)phenyl)carbamate